4-((2R,3S,4R,5S)-3-(3,4-difluoro-2-methoxyphenyl)-4-methyl-5-(trifluoromethyl)tetrahydrofuran-2-carboxamido)picolinamide FC=1C(=C(C=CC1F)[C@H]1[C@@H](O[C@@H]([C@@H]1C)C(F)(F)F)C(=O)NC1=CC(=NC=C1)C(=O)N)OC